(R)-6-(3-(3,5-difluorophenyl)isoxazolidin-2-yl)-N-(2-methoxy-5-(1-methyl-1H-pyrazol-4-yl)-4-(4-(4-methylpiperazin-1-yl)piperidin-1-yl)phenyl)pyrimidin-4-amine FC=1C=C(C=C(C1)F)[C@@H]1N(OCC1)C1=CC(=NC=N1)NC1=C(C=C(C(=C1)C=1C=NN(C1)C)N1CCC(CC1)N1CCN(CC1)C)OC